tert-butyl (S)-4-(3-((1-(6-((1-(tert-butoxycarbonyl)pyrrolidin-3-yl)oxy)-4'-(trifluoromethyl)-[1,1'-biphenyl]-3-carbonyl)piperidin-4-yl)oxy)-5-fluorophenyl)piperazine-1-carboxylate C(C)(C)(C)OC(=O)N1C[C@H](CC1)OC1=CC=C(C=C1C1=CC=C(C=C1)C(F)(F)F)C(=O)N1CCC(CC1)OC=1C=C(C=C(C1)F)N1CCN(CC1)C(=O)OC(C)(C)C